F[B-](F)(F)F.[La+3].F[B-](F)(F)F.F[B-](F)(F)F lanthanum(III) tetrafluoroborate